tert-butyl N-(3-cyanoallyl)carbamate C(#N)C=CCNC(OC(C)(C)C)=O